NC=1N=NC(=CC1N1CC2CCC(C1)N2C2=NC=C(C=N2)C2CCN(CC2)C2CCC1(CC(C1)C(=O)O)CC2)C2=C(C=CC=C2)O 7-(4-(2-(3-(3-amino-6-(2-hydroxyphenyl)pyridazin-4-yl)-3,8-diazabicyclo[3.2.1]octan-8-yl)pyrimidin-5-yl)piperidin-1-yl)spiro[3.5]nonane-2-carboxylic acid